4-hydroxy-1-(2-methylphenyl)-6-oxo-1,6-dihydropyridazine-3-carboxylic acid methyl ester COC(=O)C1=NN(C(C=C1O)=O)C1=C(C=CC=C1)C